tert-butyl ((6-((3-bromo-2-methylphenyl)-carbamoyl)-pyridin-3-yl)-methyl)-(2-hydroxyethyl)carbamate BrC=1C(=C(C=CC1)NC(=O)C1=CC=C(C=N1)CN(C(OC(C)(C)C)=O)CCO)C